2-(4-chloro-2-methoxyphenyl)-2-((3-methoxy-5-(methylsulfonyl)phenyl)amino)-1-(6-methoxy-5-methyl-1H-indol-3-yl)ethanone ClC1=CC(=C(C=C1)C(C(=O)C1=CNC2=CC(=C(C=C12)C)OC)NC1=CC(=CC(=C1)S(=O)(=O)C)OC)OC